CC(CC=C)[Si](OCC)(OCC)OCC 1-methyl-3-butenyltriethoxysilane